NC(C)C (S)-2-amino-propan